C(C)OC1=C(C(=C(C=C1)C=1C(=C(C=CC1)F)O)F)F 4'-ethoxy-3,2',3'-trifluorobiphenyl-2-ol